C(C1=CC=CC=C1)N1N=C(C(N(C1=O)CC1=CC=CC=C1)=O)[Si](C(C)C)(C(C)C)C(C)C 2,4-dibenzyl-6-(triisopropylsilyl)-1,2,4-triazine-3,5(2H,4H)-dione